(4-(4-((5-cyano-6-(2H-1,2,3-triazol-2-yl)pyridin-3-yl)carbamoyl)-5-(trifluoromethyl)-1H-pyrazol-1-yl)-5-methylpyridin-2-yl)carbamic acid tert-butyl ester C(C)(C)(C)OC(NC1=NC=C(C(=C1)N1N=CC(=C1C(F)(F)F)C(NC=1C=NC(=C(C1)C#N)N1N=CC=N1)=O)C)=O